tert-butyl 7'-bromo-6'-fluorospiro[azetidine-3,2'-benzopyridine]-1-carboxylate BrC1=CC2=C(C=CC3(N2)CN(C3)C(=O)OC(C)(C)C)C=C1F